FC(F)SC(F)F difluoromethylsulfide